N,N-dimethyl-1H-pyrazole-4-carboxamide CN(C(=O)C=1C=NNC1)C